C(#N)N1C[C@H](CC1)CNC(=O)C1=NOC(=C1)C1=CC=CC=C1 (R)-N-((1-Cyanopyrrolidin-3-yl)methyl)-5-phenylisoxazole-3-carboxamide